2-(tetrahydro-2H-pyran-4-yl)hydrazine-1-carboxylic acid tert-butyl ester C(C)(C)(C)OC(=O)NNC1CCOCC1